pentanoyl-L-alanine C(CCCC)(=O)N[C@@H](C)C(=O)O